4-(5-amino-6-(15-methoxy-15-oxopentadecylamido)pyridin-2-yl)piperazine-1-carboxylic acid tert-butyl ester C(C)(C)(C)OC(=O)N1CCN(CC1)C1=NC(=C(C=C1)N)NC(CCCCCCCCCCCCCC(=O)OC)=O